Cl.C1(=CC=CC=C1)CC(=O)N 2-phenylacetamide hydrochloride